C1(CC1)CN(C1=C(C(=NC=N1)NCC1C(CN(CC1)CC(=O)N)O)F)CC1=C(C=CC=C1)C(F)(F)F 2-(4-(((6-((cyclopropylmethyl)(2-(trifluoromethyl)benzyl)amino)-5-fluoropyrimidin-4-yl)amino)methyl)-3-hydroxypiperidin-1-yl)acetamide